N-Succinimidyl 4-(N-maleimidomethyl)cyclohexane-1-carboxylate C1CC(CCC1CN2C(=O)C=CC2=O)C(=O)ON3C(=O)CCC3=O